6-ethyl-spiro[2.5]octane-6-ol C(C)C1(CCC2(CC2)CC1)O